1H-1,2,4-triazol-5-yl-piperidin-1-yl-pyrido[4,3-d]Pyrimidine N1N=CN=C1C=1C2=C(N=C(N1)N1CCCCC1)C=CN=C2